tert-butyl 4-[5-chloro-6-oxo-4-[[(3S)-tetrahydropyran-3-yl]methylamino]pyridazin-1-yl]piperidine-1-carboxylate ClC1=C(C=NN(C1=O)C1CCN(CC1)C(=O)OC(C)(C)C)NC[C@H]1COCCC1